C1(=CC=CC=C1)N(C1=CC=C(C=C1)N(C1=CC=C(C=C1)C1=CC=C(N(C2=CC=CC=C2)C2=CC=C(C=C2)N(C2=CC=CC=C2)C2=CC=CC=C2)C=C1)C1=CC=CC=C1)C1=CC=CC=C1 N,N'-bis[4-(diphenylamino)phenyl]-N,N'-diphenyl-benzidine